3-methoxy-6-morpholin-4-yl-benzene-1,2-diamine COC1=C(C(=C(C=C1)N1CCOCC1)N)N